ClC1=C(NC2=C(C=NC3=CC(=C(C=C23)OC)OCCCN2CCN(CC2)C)C#N)C=CC(=C1OC)OC1=CC=CC=C1 4-(2-chloro-3-methoxy-4-phenoxyanilino)-6-methoxy-7-[3-(4-methylpiperazin-1-yl)propoxy]quinoline-3-carbonitrile